C1CC2=CC3=CC=CC=C3C=C2C(=O)C1 dihydroanthracenone